IC1=NN(C=2CC(CCC12)(C)C)C(=O)OC(C)(C)C tert-butyl 3-iodo-6,6-dimethyl-5,7-dihydro-4H-indazole-1-carboxylate